C(C)OC(=O)[C@H]1[C@@H](CC=CC1)C(=O)OCC trans-diethylcyclohex-4-en-1,2-dicarboxylate